C(C(C)C)C=1OC(=C(N1)C)C 2-isobutyl-4,5-dimethyloxazole